ClC1=C(C=C(C=C1)NC(=O)C=1OC2=C(C1)C(=CC=C2)N2[C@@H]1CN([C@H](C2)C1)S(=O)(=O)C1=C(C=CC=C1Cl)Cl)C(F)(F)F N-(4-chloro-3-(trifluoromethyl)phenyl)-4-((1S,4S)-5-((2,6-dichlorophenyl)sulfonyl)-2,5-diazabicyclo[2.2.1]heptan-2-yl)benzofuran-2-carboxamide